C(C)(=O)ONC(=N)C=1C=C(SC1)[C@@H](C)NC(=O)[C@H]1N(C[C@@H](C1)C1=CC=CC=C1)C(CNC(=O)C=1C=CC=2C(C3=CC=CC=C3C2C1)(F)F)=O (2S,4S)-N-((R)-1-(4-(N-acetoxycarbamimidoyl)thiophen-2-yl)ethyl)-1-((9,9-difluoro-9H-fluorene-3-carbonyl)glycyl)-4-phenylpyrrolidine-2-carboxamide